methyl 5-cyano-3-(4-((2-fluoro-2-methylpropyl) carbamoyl)-3-methoxyphenyl)-4-(2-methyl-4-nitrophenyl)-1H-pyrrole-2-carboxylate C(#N)C1=C(C(=C(N1)C(=O)OC)C1=CC(=C(C=C1)C(NCC(C)(C)F)=O)OC)C1=C(C=C(C=C1)[N+](=O)[O-])C